sorbaldehyde C(\C=C\C=C\C)=O